ClC=1C(N(C(=CC1[C@@H]1[C@H](C1)C=1C=NC=C(C1)Cl)C)C1=CC(=NC=C1C)C1=C(C(=CC=C1)N=C=O)F)=O 3-chloro-4-((1S,2S)-2-(5-chloropyridin-3-yl)cyclopropyl)-2'-(2-fluoro-3-isocyanatophenyl)-5',6-dimethyl-2H-[1,4'-bipyridin]-2-one